ClC1=C(C(=C(C=C1OC)OC)Cl)N1N=C(C=C(C1=O)C)B1OC(C(O1)(C)C)(C)C 2-(2,6-dichloro-3,5-dimethoxyphenyl)-4-methyl-6-(4,4,5,5-tetramethyl-1,3,2-dioxaborolan-2-yl)pyridazin-3(2H)-one